C[C@H]1N(C[C@@H]([C@H]([C@@H]1O)O)O)C[C@@H]1C[C@H](CCC1)C(F)(F)F (2R,3R,4R,5S)-2-methyl-1-(((trans)-3-(trifluoromethyl)cyclohexyl)methyl)piperidine-3,4,5-triol